FC(C(C)(C)O)(F)C=1C=C(C=C(C1)C(C)NC1=NC(=NC2=CC(=C(C=C12)OCCOC)OC)C)NC([O-])=O 3-(1,1-difluoro-2-hydroxy-2-methylpropyl)-5-(1-(7-methoxy-6-(2-methoxyethoxy)-2-methylquinazolin-4-ylamino)ethyl)phenylcarbamate